(2R,3S)-2-(3-(6,7-dichloro-3H-imidazo[4,5-b]pyridin-3-yl)propyl)piperidin-3-ol dihydrochloride Cl.Cl.ClC=1C(=C2C(=NC1)N(C=N2)CCC[C@H]2NCCC[C@@H]2O)Cl